C1(CCC1)C1=CC(=CC2=C1N=C(S2)N2[C@@H]1C[C@H]([C@H](C2)C1)OCC=1C(=NOC1C1CC1)C1CCC2(CC2)CC1)C(=O)O 4-cyclobutyl-2-((1S,4S,5R)-5-((5-cyclopropyl-3-(spiro[2.5]octan-6-yl)isoxazol-4-yl)methoxy)-2-azabicyclo[2.2.1]heptan-2-yl)benzo[d]thiazole-6-carboxylic acid